FC1(CCC(CC1)CNC(=O)NS(=O)(=O)C=1SC(=CC1C1=CC(=C(C=C1)CN1C(=NC=C1)C)F)CC(C)C)F 1-[(4,4-difluorocyclohexyl)methyl]-3-[(3-{3-fluoro-4-[(2-methyl-1H-imidazol-1-yl)methyl]phenyl}-5-(2-methylpropyl)thiophen-2-yl)sulfonyl]urea